(R)-3-(5-(6-(tert-butylsulfonyl)-7-methoxyimidazo[1,2-a]pyridin-3-yl)-3-fluoro-2-methoxyphenoxy)pyrrolidin-2-one C(C)(C)(C)S(=O)(=O)C=1C(=CC=2N(C1)C(=CN2)C=2C=C(C(=C(O[C@H]1C(NCC1)=O)C2)OC)F)OC